C(C=C)(=O)N1[C@@H](C[C@H](C1)N(C)C=1C2=C(N=C(N1)OCC13CCCN3CCC1)C(=C(N=C2)C2=CC=CC1=CC=CC(=C21)Cl)F)CC#N 2-((2S,4R)-1-acryloyl-4-((7-(8-chloronaphthalen-1-yl)-8-fluoro-2-((tetrahydro-1H-pyrrolizin-7a(5H)-yl)methoxy)pyrido[4,3-d]pyrimidin-4-yl)(methyl)amino)pyrrolidin-2-yl)acetonitrile